C(C=C)(=O)N1C(CN(CC1)C(CC1=CC(=C(C(=C1)OC)OC)OC)=O)=O 1-acryloyl-4-(2-(3,4,5-trimethoxyphenyl)acetyl)piperazin-2-one